ClC1=CC=C(C(=N1)C#N)CC(C(=O)OC)C1CC1 methyl 3-(6-chloro-2-cyanopyridin-3-yl)-2-cyclopropylpropanoate